C(C)(=O)N1CC(C2=C(C=CC=C12)Cl)(C)CCN(C(C(C)C)=O)C N-(2-(1-acetyl-4-chloro-3-methylindolin-3-yl)ethyl)-N-methylDimethylacetamide